CP(=O)(C)C=1C(=CC(=NC1)N1N=C(C(=C1O)C1=C(C#N)C=CC=C1)C)C (1-(5-(dimethylphosphoryl)-4-methylpyridin-2-yl)-5-hydroxy-3-methyl-1H-pyrazol-4-yl)benzonitrile